FC(C(=O)O)(F)F.C(C)C=1C=C(C=CC1OC1=CC=NC=C1)N1C(N(CC1=O)C=1C=NC=C(C1)C(F)(F)F)=O 3-[3-ethyl-4-(4-pyridinyloxy)phenyl]-1-[5-(trifluoromethyl)-3-pyridinyl]-2,4-imidazolidinedione trifluoroacetate